ClC1=CC2=C(N(C(N=C2N2[C@H](CN(CC2)C(C=C)=O)C)=O)C2=C(C=CC=C2OC)OC)N=C1C1=C(C=CC=C1)F 6-chloro-1-(2,6-dimethoxy-phenyl)-7-(2-fluorophenyl)-4-((2S)-2-methyl-4-(2-propenoyl)-1-piperazinyl)pyrido[2,3-d]pyrimidin-2(1H)-one